ClC1=CC(=CS1)C(=O)NN 5-chlorothiophene-3-carbohydrazide